N-tert-butyl-4-[(2-methoxyphenyl)carbamoylamino]pyridine-2-carboxamide C(C)(C)(C)NC(=O)C1=NC=CC(=C1)NC(NC1=C(C=CC=C1)OC)=O